N-(4-((2-(1,1-difluoroethyl)-6-methylpyrimidin-4-yl)amino)-5-(5-(pyrrolidin-1-ylmethyl)thiazol-2-yl)pyridin-2-yl)acetamide FC(C)(F)C1=NC(=CC(=N1)NC1=CC(=NC=C1C=1SC(=CN1)CN1CCCC1)NC(C)=O)C